C12=CC=C(C=C1)C2=O 1,4-phenylene ketone